C(C)C1=NC(=NC(=N1)CC)C1=CC=C(C=C1)Br 2,4-diethyl-6-p-bromophenyl-1,3,5-triazine